4-(4-(azetidin-1-ylmethyl)-1H-pyrazol-1-yl)-5-methylpyrimidine N1(CCC1)CC=1C=NN(C1)C1=NC=NC=C1C